COC(=O)C=1C=C2C3=C(NC2=C(C1)OC)N=C(N=C3)Cl 2-chloro-8-methoxy-9H-pyrimido[4,5-b]Indole-6-carboxylic acid methyl ester